(R)-3-(4-amino-5-bromoimidazo[5,1-f][1,2,4]Triazin-7-yl)piperidine-1-carboxylic acid NC1=NC=NN2C1=C(N=C2[C@H]2CN(CCC2)C(=O)O)Br